FC(C(CCCC)N)(F)F trifluorohexan-2-amine